4-(2-fluoro-5-methoxyphenyl)-7-(4-methyl-1,3-thiazol-5-yl)-2-(2-(2-propenoyl)-2,6-diazaspiro[3.4]octan-6-yl)-5,6-dihydro-3-quinolinecarbonitrile FC1=C(C=C(C=C1)OC)C1=C(C(=NC=2C=C(CCC12)C1=C(N=CS1)C)N1CC2(CN(C2)C(C=C)=O)CC1)C#N